BrC=1C=C(C=CC1O)/C=C/C(=O)C=1C(=C2C=CC(OC2=CC1OC)(C)C)O (E)-3-(3-bromo-4-hydroxyphenyl)-1-(5-hydroxy-7-methoxy-2,2-dimethyl-2H-chromen-6-yl)prop-2-en-1-one